6-(((4-nitro-1-((2-(trimethylsilyl)ethoxy)methyl)-1H-pyrazol-3-yl)oxy)methyl)-2-azaspiro[3.3]heptane [N+](=O)([O-])C=1C(=NN(C1)COCC[Si](C)(C)C)OCC1CC2(CNC2)C1